O[C@H]1C[C@@H](N(C1)C([C@@H](C(C)(C)C)N1N=NC(=C1)CCN1CC(CCC1)(OC)CO)=O)C(=O)NC (2R,4S)-4-hydroxy-1-[(2R)-2-[4-[2-[3-(hydroxymethyl)-3-methoxy-1-piperidyl]ethyl]triazol-1-yl]-3,3-dimethyl-butanoyl]-N-methyl-pyrrolidine-2-carboxamide